ClC1=C(C(=O)[O-])C=C(C=N1)C 2-chloro-5-methylnicotinate